isopropyl (R)-2-(3-((benzyloxy)carbonyl)thioureido)-2-(4-bromophenyl)-4-cyano-4-methylpentanoate C(C1=CC=CC=C1)OC(=O)NC(N[C@](C(=O)OC(C)C)(CC(C)(C)C#N)C1=CC=C(C=C1)Br)=S